6-(2,4-Dichlorophenyl)-5-(4-(4-isopropylpiperazin-1-yl)phenyl)-7,8-dihydronaphthalen-2-ol ClC1=C(C=CC(=C1)Cl)C1=C(C=2C=CC(=CC2CC1)O)C1=CC=C(C=C1)N1CCN(CC1)C(C)C